N-((S)-1-oxo-3-phenyl-1-(((S,E)-5-phenyl-1-(phenylsulfonyl)pent-1-en-3-yl)amino)propan-2-yl)-4-(prop-2-yn-1-yl)piperazine-1-carboxamide O=C([C@H](CC1=CC=CC=C1)NC(=O)N1CCN(CC1)CC#C)N[C@H](/C=C/S(=O)(=O)C1=CC=CC=C1)CCC1=CC=CC=C1